n-Heptadecanen C=CCCCCCCCCCCCCCCC